C(C)O/C(/C(=O)O)=C\C ethoxycrotonic acid